[Si](C)(C)(C(C)(C)C)OCC1CN(C1)C=1N=NC(=CC1N)C1=C(C=CC(=C1)Cl)F 3-(3-{[(tert-butyldimethylsilyl)oxy]methyl}azetidin-1-yl)-6-(5-chloro-2-fluorophenyl)pyridazin-4-amine